OC[C@H](C(=O)O)CC (R)-2-(hydroxymethyl)butyric acid